C12COCC(CC1)N2CCNC(=O)C=2C=C(C(=NC2)C)NC(=O)C=2C=NN1C2SC(=C1)C=1C=NN(C1)C N-(5-((2-(3-oxa-8-azabicyclo[3.2.1]octan-8-yl)ethyl)carbamoyl)-2-methylpyridin-3-yl)-2-(1-methyl-1H-pyrazol-4-yl)pyrazolo[5,1-b]thiazole-7-carboxamide